ClC1=C(C=C2C(N(CN(C2=C1)C1=C(C=C(C=C1)F)C)C1=C(NC(C=C1)=O)C)=O)F 7-chloro-6-fluoro-1-(4-fluoro-2-methylphenyl)-3-(2-methyl-6-oxo-1,6-dihydropyridin-3-yl)-2,3-dihydroquinazolin-4(1H)-one